CC(=CCC/C(=C/C=C/C(=C/C=C/C(=C/C=C/C=C(\C)/C=C/C=C(\C)/C=C/C(C(C)(CCC=C(C)C)O)O)/C)/C)/C)C lycopene-5,6-diol